C(C=C)SSCC=C di(2-propenyl) disulfide